FC1=C(C=O)C(=C(C=C1OC)OC)F 2,6-difluoro-3,5-dimethoxy-benzaldehyde